indole-3-acetic acid-d4 N1C(=C(C=2C(=C(C(=CC12)[2H])[2H])[2H])CC(=O)O)[2H]